ClC1=C(C=C(C=C1)N1C(C2=CC=CC=C2[C@@H]([C@H]1C1=CC2=C(OCCO2)C=C1)C(=O)O)=O)F |r| (3S,4S) and (3R,4R)-2-(4-chloro-3-fluorophenyl)-3-(2,3-dihydro-1,4-benzodioxin-6-yl)-1-oxo-1,2,3,4-tetrahydroisoquinoline-4-carboxylic acid